C(CCCC)OC1=CC=C(C=C1)C(C)CC 2-(4-pentyloxyphenyl)butane